tetrahydro-2H-pyran-3-carbohydrazide O1CC(CCC1)C(=O)NN